malonic acid (2-methyl-2-pentyl) isopropyl ester C(C)(C)OC(CC(=O)OC(C)(CCC)C)=O